fluoromethoxybutanone FCOCC(CC)=O